2-Chloro-4-((R)-8-(4-(4-((4-(3-(((R)-2,6-dioxo-piperidin-3-yl)amino)-phenyl)piperazin-1-yl)-methyl)piperidine-1-carbonyl)phenyl)-3-methyl-2,8-diazaspiro[4.5]decan-2-yl)benzonitrile ClC1=C(C#N)C=CC(=C1)N1CC2(C[C@H]1C)CCN(CC2)C2=CC=C(C=C2)C(=O)N2CCC(CC2)CN2CCN(CC2)C2=CC(=CC=C2)N[C@H]2C(NC(CC2)=O)=O